C(#N)C=1C=C(CNC(=O)C2=CC3=CC=CC(=C3C=C2)C2=CC=C(C=C2)C(F)(F)F)C=CC1 N-(3-cyanobenzyl)-5-(4-(trifluoromethyl)phenyl)-2-naphthamide